COC(=O)C1=C(N=NN1C)C1=NC(=C(C=C1)Br)C(Br)Br 4-(5-bromo-6-(dibromomethyl)pyridin-2-yl)-1-methyl-1H-1,2,3-triazole-5-carboxylic acid methyl ester